N1=CN(C=2C=NC=CC21)C[C@@]2(CC1(CNC(O1)=O)CCC2)C (7S)-7-((3H-imidazo[4,5-c]pyridin-3-yl)methyl)-7-methyl-1-oxa-3-azaspiro[4.5]decan-2-one